2-amino-5-(3-chloro-4-fluorophenyl)thiazole-4-acetic acid hydrobromide salt Br.NC=1SC(=C(N1)CC(=O)O)C1=CC(=C(C=C1)F)Cl